5-(1-((7-ethyl-6-oxo-5,6-dihydro-1,5-naphthyridin-3-yl)methyl)-4-hydroxypiperidin-4-yl)-N-methylpyridinamide C(C)C=1C(NC=2C=C(C=NC2C1)CN1CCC(CC1)(O)C=1C=CC(=NC1)C(=O)NC)=O